OC(C)(C)C=1C=C(C=CC1)CN1N=CC(=C1)C1=NC=2N3C(N(C(C2N1)=O)CCC)=NC=C3 2-[1-[[3-(1-hydroxy-1-methyl-ethyl)phenyl]methyl]pyrazol-4-yl]-5-propyl-3H-imidazo[2,1-b]purin-4-one